[N+](=O)([O-])C1=C(C=CC=C1)C1=C(N=C(O1)C1=CC=C(C=C1)C(F)(F)F)C(=O)NCCN1CCCC1 5-(2-nitrophenyl)-N-(2-(pyrrolidin-1-yl)ethyl)-2-(4-(trifluoromethyl)phenyl)Oxazole-4-carboxamide